C1(CC1)OC(C1=CC=C(C=C1)C1=NC2=CC=C(C=C2N=C1)Cl)=O.COC=C[Si](OC)(OC)OC methoxyvinyl-trimethoxysilane cyclopropyl-4-(6-chloroquinoxalin-2-yl)benzoate